N1=CN=C2NC=NC2=C1NC(=O)N[C@@H]([C@H](OC(CC[C@@H](C)O[C@@H]1O[C@H]([C@@H](C[C@H]1O)O)C)=O)C)C(=O)O N-((9H-purin-6-yl)carbamoyl)-O-((R)-4-(((2R,3R,5R,6S)-3,5-dihydroxyl-6-methyltetrahydro-2H-pyran-2-yl)oxy)pentanoyl)-L-threonine